CC#CCCCCCC (E)-non-2-yne